C1(CC1)C=1N=CN(C1)C1=CC(=NC=C1N1CCOCC1)C(=O)NC1=CC=CC=2C=3N(CCOC21)C=NN3 4-(4-cyclopropyl-1H-imidazol-1-yl)-N-(5,6-dihydrobenzo[f][1,2,4]triazolo[4,3-d][1,4]oxazepin-8-yl)-5-morpholinopicolinamide